bromopyrrolidin BrN1CCCC1